CN(C1=NOC(=N1)C(=O)O)CC1=NC=CC=C1 3-[Methyl(pyridin-2-ylmethyl)amino]-1,2,4-oxadiazole-5-carboxylic acid